ClC1=CC(=C(C=C1)C1=NC(=CC=2N=C(N(C(C21)=O)C)C)N2CC(OCC2)CC(F)(F)F)F 5-(4-chloro-2-fluoro-phenyl)-2,3-dimethyl-7-(2-(2,2,2-trifluoro-ethyl)-4-morpholinyl)-pyrido[4,3-d]pyrimidin-4(3H)-one